N1=CC(=C2N1CCN(C2)C(=O)N)C(=O)N 6,7-dihydropyrazolo[1,5-a]pyrazine-3,5(4H)-dicarboxamide